FC(F)(F)SCl Trifluoromethyl-sulfur chloride